COC1=CC=C(COC2=C(C=C(N)C=C2)C)C=C1 4-((4-methoxybenzyl)oxy)-3-methylaniline